1-[[(3S)-pyrrolidin-3-yl]methyl]pyrazole trifluoroacetate FC(C(=O)O)(F)F.N1C[C@H](CC1)CN1N=CC=C1